ClC1=C(C=CC(=C1)Cl)[C@@H](C)N1N=NC2=C1N=C(N=C2C)N2CC(C2)[C@@H]2CN(CCC2)CCN 2-((R)-3-(1-(3-((R)-1-(2,4-dichlorophenyl)ethyl)-7-methyl-3H-[1,2,3]triazolo[4,5-d]pyrimidin-5-yl)azetidin-3-yl)piperidin-1-yl)ethane-1-amine